4-(trifluoromethyl)-1-((3-(trifluoromethyl)bicyclo[1.1.1]pentan-1-yl)methyl)-1H-pyrazole FC(C=1C=NN(C1)CC12CC(C1)(C2)C(F)(F)F)(F)F